3-carbamoyl-2-(4-phenoxyphenyl)-9,10-dihydro-4H-benzo[d]pyrazolo[1,5-a][1,3]diazepine-7-carboxylic acid C(N)(=O)C=1C(=NN2C1NC1=C(CC2)C=C(C=C1)C(=O)O)C1=CC=C(C=C1)OC1=CC=CC=C1